ethyl-3-phenylprop-2-enoate C(C)OC(C=CC1=CC=CC=C1)=O